[N+](=O)([O-])C=1C=CC(=NC1)N1CCNCC1 1-(5-Nitropyridin-2-yl)piperazine